4-amino-2-(6-ethynyl-4-methylpyridin-3-yl)-3-(3-fluoro-4-((6-methylpyridin-2-yl)oxy)phenyl)-1-methyl-1H-pyrrolo[3,2-c]pyridine-7-carbonitrile NC1=NC=C(C2=C1C(=C(N2C)C=2C=NC(=CC2C)C#C)C2=CC(=C(C=C2)OC2=NC(=CC=C2)C)F)C#N